ClC=1C(=CC2=C(NC(=N2)C=2C=C(C=CC2)NC=2N=NC(=CC2)C2=CC=CC=C2)C1)C(F)(F)F N-{3-[6-chloro-5-(trifluoromethyl)-1H-benzo[d]imidazol-2-yl]phenyl}-6-phenylpyridazin-3-amine